C(C)S(=O)(=O)C1=CC2=C(N=C(O2)S)C=C1 6-(ethylsulfonyl)-1,3-benzoxazole-2-thiol